CC1(OB(OC1(C)C)[C@@H]1[C@@H](C1)C1=CC=C(C(=O)OC)C=C1)C |&1:9| racemic-methyl 4-((2S,2S)-2-(4,4,5,5-tetramethyl-1,3,2-dioxaborolan-2-yl)cyclopropyl)benzoate